tetra(tridecyl)-1,1,3-tris(2-methyl-5-t-butyl-4-hydroxyphenyl)butane diphosphite OP(O)OP(O)O.C(CCCCCCCCCCCC)C(C(C(C1=C(C=C(C(=C1)C(C)(C)C)O)C)(C1=C(C=C(C(=C1)C(C)(C)C)O)C)CCCCCCCCCCCCC)(CCCCCCCCCCCCC)CCCCCCCCCCCCC)(C)C1=C(C=C(C(=C1)C(C)(C)C)O)C